t-butyl (3aR,5s,6aS)-5-((2-chloro hydroxybenzyl)oxy)hexahydrocyclopenta[c]pyrrole-2(1H)-carboxylate ClC1=C(C(OC2C[C@@H]3[C@@H](CN(C3)C(=O)OC(C)(C)C)C2)O)C=CC=C1